3-[5-[(2-aminopyrimidin-4-yl)amino]-1-oxo-isoindolin-2-yl]piperidine-2,6-dione tert-butyl-(3'R*,4'S*)-4'-fluoro-[1,3'-bipyrrolidine]-1'-carboxylate C(C)(C)(C)OC(=O)N1C[C@H]([C@H](C1)F)N1CCCC1.NC1=NC=CC(=N1)NC=1C=C2CN(C(C2=CC1)=O)C1C(NC(CC1)=O)=O |o1:9,10|